N-[4-(acridin-9-ylamino)phenyl]-4-methylbenzenesulfonamide C1=CC=CC2=NC3=CC=CC=C3C(=C12)NC1=CC=C(C=C1)NS(=O)(=O)C1=CC=C(C=C1)C